NCCCCCCCCCCC[Si](OC)(OC)OC 11-Aminoundecyltrimethoxysilan